N1(CCC1)C(=O)C1=C(C=C(OCCCCC2CCN(CC2)C([C@@](C(F)(F)F)(C2=CC=CC=C2)O)=O)C=C1)Cl |o1:22| (R or S)-1-(4-(4-(4-(azetidine-1-carbonyl)-3-chlorophenoxy)butyl)piperidin-1-yl)-3,3,3-trifluoro-2-hydroxy-2-phenylpropan-1-one